BrCC1=CC=C(C=C1)C(F)(F)F 1-(Bromomethyl)-4-(trifluoromethyl)benzene